CS(=O)(=O)OCC1CN(C1)C1=CC(=C(C=C1)C)C(N[C@H](C)C1=CC(=CC(=C1)C=1C=NN(C1)C)OC)=O [1-[3-[[(1R)-1-[3-methoxy-5-(1-methylpyrazol-4-yl)phenyl]ethyl] carbamoyl]-4-methyl-phenyl]azetidin-3-yl]methyl methanesulfonate